(S*)-N-((1H-pyrrolo[3,2-c]pyridin-2-yl)methyl)-2-(5-(((R)-1-(dibenzo-[b,d]furan-2-yl)ethyl)amino)-2-(2-fluorophenyl)-6-oxopyrimidin-1(6H)-yl)propenamide N1C(=CC=2C=NC=CC21)CNC(C(=C)N2C(=NC=C(C2=O)N[C@H](C)C2=CC1=C(OC3=C1C=CC=C3)C=C2)C2=C(C=CC=C2)F)=O